N1(CCCC1)C1=NC=2N(C=C1)N=CC2C(=O)OCC Ethyl 5-pyrrolidin-1-ylpyrazolo[1,5-a]pyrimidine-3-carboxylate